1,3,5-tris(4-t-butyl-3-hydroxy-2,6-xylyl)methyl-1,3,5-triazine C(C)(C)(C)C1=C(C(=C(C(=C1)C)CN1CN(CN(C1)CC1=C(C(=C(C=C1C)C(C)(C)C)O)C)CC1=C(C(=C(C=C1C)C(C)(C)C)O)C)C)O